(S)-4-bromo-2-(1-(3-ethoxy-4-methoxyphenyl)-2-(methyl-sulfonyl)ethyl)isoindoline-1,3-dione BrC1=C2C(N(C(C2=CC=C1)=O)[C@H](CS(=O)(=O)C)C1=CC(=C(C=C1)OC)OCC)=O